(1-[2-(oleoyloxy)ethyl])-2-oleyl-3-(2-hydroxyethyl)imidazoline chloride [Cl-].C(CCCCCCC\C=C/CCCCCCCC)(=O)OCCN1C(N(CC1)CCO)CCCCCCCC\C=C/CCCCCCCC